C(C)N(CCOC=1C=CC2=C(C(C=3NC4=CC(=CC=C4C3C2=O)[N+](=O)[O-])(C)C)C1)CC 8-(2-Diethylamino-ethoxy)-6,6-dimethyl-3-nitro-5,6-dihydro-benzo[b]carbazol-11-one